C(C1=CC=CC=C1)OC(=O)N1CCN(CC1)C1=C(C=C(C=C1F)C=1C(=NC(=CC1)OCC1=CC=CC=C1)OCC1=CC=CC=C1)F 4-(4-(2,6-bis(benzyloxy)pyridin-3-yl)-2,6-difluorophenyl)piperazine-1-carboxylic acid benzyl ester